CC(CCC=C(C)C)(C=C)CC(=O)O.C(C)C1=CC=CC2=CC3=CC=CC=C3C(=C12)OC(=O)C1C(CC(=CC1)C)C(=O)O 1-ethyl-9-[2-carboxy(4-methyl-4-cyclohexenyl)]carbonyloxyanthracene 1,5-dimethyl-1-vinylhex-4-enyl-acetate